COC(C1=C(C(=CC(=C1)OCC(C)(C)O)C=1SC(=CN1)C)F)=O 2-fluoro-5-(2-hydroxy-2-methylpropoxy)-3-(5-methylthiazol-2-yl)benzoic acid methyl ester